CC(C=O)CCCCCC methyloctanal